1-[4-(3-chloropropoxy)phenyl]ethan-1-one ClCCCOC1=CC=C(C=C1)C(C)=O